C(C)(=O)N1C[C@H](CCC1)NC1=NC=C(C(=N1)C=1C=C(C=CC1)C1=CC=CC(N1)=O)Cl (S)-6-(3-(2-((1-acetylpiperidin-3-yl)amino)-5-chloropyrimidin-4-yl)phenyl)pyridin-2(1H)-one